1-(4-methoxybenzyl)-3-(6-(2-phenylpyrrolidine-1-carbonyl)spiro[3.3]heptan-2-yl)urea COC1=CC=C(CNC(=O)NC2CC3(C2)CC(C3)C(=O)N3C(CCC3)C3=CC=CC=C3)C=C1